(2S,3R)-3-((2-ethylaminopyridin-4-yl)methyl)-N2-(1-methyl-1H-pyrazol-3-yl)-N1-((R)-1-(3-chlorophenyl)propyl)-N2-methyl-4-oxoazetidine-1,2-dicarboxamide C(C)NC1=NC=CC(=C1)C[C@@H]1[C@H](N(C1=O)C(=O)N[C@H](CC)C1=CC(=CC=C1)Cl)C(=O)N(C)C1=NN(C=C1)C